2-methyl-6-(3-bromoanilino)purine CC1=NC(=C2NC=NC2=N1)NC1=CC(=CC=C1)Br